2-[dideutero-[(3S)-3-methyl-1-piperidinyl]methyl]-4-(trifluoromethyl)-1,6-dihydropyrrolo[2,3-c]pyridin-7-one [2H]C(C1=CC2=C(C(NC=C2C(F)(F)F)=O)N1)(N1C[C@H](CCC1)C)[2H]